C1(CCCCC1)NC=1C2=C(N=C(N1)N1N=C(C=C1C)C)C=CC=N2 N-Cyclohexyl-2-(3,5-dimethylpyrazol-1-yl)pyrido[3,2-d]pyrimidin-4-amine